cyclopentadienyl-tris(diethylamino)hafnium C1(C=CC=C1)[Hf](N(CC)CC)(N(CC)CC)N(CC)CC